COC(C1=CC=C(C=C1)N1C(=NC=2C1=NC(=CC2)N2CCOCC2)C=2C(=NC=CC2)N)=O.OC2=CC=C(C=C2)C2(CCCCC2)C2=CC=C(C=C2)O 1,1-bis(4-hydroxyphenyl)cyclohexane Methyl-4-(2-(2-aminopyridin-3-yl)-5-morpholino-3H-imidazo[4,5-b]pyridin-3-yl)benzoate